C(C)(=S)OCC(CO)C1=CC=NC=C1 (3-hydroxy-2-(pyridin-4-yl) propyl) thioacetate